6-(1-(4-fluorophenyl)ethyl)-N-(2-oxopropyl)-5-((2-(pyrrolidin-1-yl)ethyl)amino)pyrazine-2-carboxamide FC1=CC=C(C=C1)C(C)C1=C(N=CC(=N1)C(=O)NCC(C)=O)NCCN1CCCC1